C(C)(C)(C)C1=CC=2C(=NC=CC2B(O)O)N1 2-TERT-BUTYL-1H-PYRROLO[2,3-B]PYRIDIN-4-YLBORONIC ACID